FC1([C@@H]([C@@H](N(C1)C(=O)C1OCC1)CC=1C(=C(C=CC1)C1=C(C=CC(=C1)F)F)F)NS(=O)(=O)CC)F N-{(2S,3R)-4,4-difluoro-1-(oxetane-2-carbonyl)-2-[(2,2',5'-trifluoro[1,1'-biphenyl]-3-yl)methyl]pyrrolidin-3-yl}ethanesulfonamide